tert-butyl-1-hydroxy-2-[5H-imidazo[4,3-a]isoindol-5-yl]-7-azaspiro[3.5]nonane-7-carboxylate C(C)(C)(C)OC(=O)N1CCC2(CC(C2O)C2N3C(C4=CC=CC=C24)=CN=C3)CC1